ClC=1C=C(C=CC1Cl)C(CN(C)C)NS(=O)(=O)C1=CC2=CC=CC=C2C=C1 N-(1-(3,4-dichlorophenyl)-2-(dimethylamino)ethyl)naphthalene-2-sulfonamide